di((Z)-non-2-en-1-yl) 8,8'-((((2-(dimethylamino)ethyl)thio)carbonyl)azanediyl)dioctanoate CCCCCC/C=C\COC(=O)CCCCCCCN(C(=O)SCCN(C)C)CCCCCCCC(=O)OC/C=C\CCCCCC